C(C1=CC=CC=C1)C1=C2N(C=C(N1)C1=CC=C(C=C1)O)C(C(=N2)CC2=CC(=C(OCCCCCCCCNC(=O)C=1C=CC(=C(C(=O)[O-])C1)C1=C3C=CC4=C(C3=[O+]C=3C5=C(C=CC13)C=C(C=C5)O)C=CC(=C4)O)C=C2)F)=O 5-((8-(4-((8-benzyl-6-(4-hydroxyphenyl)-3-oxo-3,7-dihydroimidazo[1,2-a]pyrazin-2-yl)methyl)-2-fluorophenoxy)octyl)carbamoyl)-2-(3,11-dihydroxydibenzo[c,h]xanthen-14-ium-7-yl)benzoate